NC1C(CC(CC1CC)CC1CC(C(C(C1)CC)N)CC)CC bis-(4-amino-3,5-diethylcyclohexyl)-methane